BrCC1=CC(=C(C=C1)S(=O)(=O)N(CC1=CC=C(C=C1)OC)CC1=CC=C(C=C1)OC)F 4-(Bromomethyl)-2-fluoro-N,N-bis(4-methoxybenzyl)benzenesulfonamide